C(C)(=O)C1C(C2=CC=C(C=C2C1=O)C(C(F)(F)F)(C(F)(F)F)C=1C=C2C(C(C(C2=CC1)=O)C(C)=O)=O)=O 2-acetyl-5-[(2-acetyl-2,3-dihydro-1,3-dioxo-1h-inden-5-yl)-1,1,1,3,3,3-hexafluoropropan-2-yl]-2,3-dihydro-1,3-dioxo-1h-indene